N-(3-(4-(6-(3-amino-4-fluorophenyl)imidazo[2,1-b]thiazol-5-yl)pyrimidin-2-yl-amino)propyl)-4-fluorobenzenesulfonamide NC=1C=C(C=CC1F)C=1N=C2SC=CN2C1C1=NC(=NC=C1)NCCCNS(=O)(=O)C1=CC=C(C=C1)F